The molecule is a member of the class of quinolines that acts as a receptor tyrosine kinase inhibitor and apoptosis inducer with potential for use in treatment of leukemia and colorectal cancer. It has a role as an EC 2.7.10.1 (receptor protein-tyrosine kinase) inhibitor, an apoptosis inducer and an antineoplastic agent. It is a member of quinolines, a member of thioureas, an aromatic ether and a member of benzamides. CC1=CC=CC=C1C(=O)NC(=S)NC2=CC=C(C=C2)OC3=C4C=C(C(=CC4=NC=C3)OC)OC